NC1=NC=C(C=C1C(=O)NC)C1=CC2=C(C(=CC=C2C=C1)OC)NCC(=C)C#N 2-amino-5-{8-[(2-cyano-2-methylideneethyl)amino]-7-methoxynaphthalen-2-yl}-N-methylpyridine-3-carboxamide